C(C)(C)OC(C)(C)C=1N=C(SC1)NC(=O)C1=CN=CN1CC1=CC=NC=C1 N-(4-(2-isopropoxypropan-2-yl)thiazol-2-yl)-1-(pyridin-4-ylmethyl)-1H-imidazole-5-carboxamide